(2-(hydroxyamino)-2-oxoethyl)phosphonic acid diisodecyl ester C(CCCCCCC(C)C)OP(OCCCCCCCC(C)C)(=O)CC(=O)NO